((3R,6S)-6-(2-bromoacetyl)tetrahydro-2H-pyran-3-yl)carbamic acid BrCC(=O)[C@@H]1CC[C@H](CO1)NC(O)=O